tert-butyl 3-(6-(5-(cyclopropylmethoxy)pyrazolo[1,5-a]pyridin-3-yl)pyridin-2-yl)piperidine-1-carboxylate C1(CC1)COC1=CC=2N(C=C1)N=CC2C2=CC=CC(=N2)C2CN(CCC2)C(=O)OC(C)(C)C